N-(5-isopropyl-1H-pyrazol-3-yl)-6-(((1S,2R,3R,5R)-2-methyl-8-azabicyclo[3.2.1]octan-3-yl)oxy)pyrazin-2-amine C(C)(C)C1=CC(=NN1)NC1=NC(=CN=C1)O[C@H]1[C@@H]([C@@H]2CC[C@H](C1)N2)C